O-((3-fluorotetrahydrofuran-3-yl)methyl) S-methyl carbonodithioate C(OCC1(COCC1)F)(=S)SC